5-isopropyl-4-methyl-3-oxo-tetrahydrofuran-2-carboxylate C(C)(C)C1C(C(C(O1)C(=O)[O-])=O)C